N1C(=NC2=C1C=CC=C2)CNCCC=2SC=C(N2)C(=O)NCC2=NC=C(C=C2)C 2-{2-[(1H-1,3-Benzodiazol-2-ylmethyl)amino]ethyl}-N-[(5-methylpyridin-2-yl)methyl]-1,3-thiazole-4-carboxamide